C(C1=CC=CC=C1)(=O)C1=C(SC(=C1)C1=CC=C(C=C1)Br)SCC(=O)C1=CC=CC=C1 2-((3-benzoyl-5-(4-bromophenyl)-2-thiophenyl)thio)-1-phenylethanone